3-isothiocyanatomethyl-3,5,5-trimethylcyclohexyl isothiocyanate N(=C=S)CC1(CC(CC(C1)(C)C)N=C=S)C